5-((4-(ethoxymethyl)-4-(2-(5-methylthiophen-2-yl)ethyl)piperidin-1-yl)methyl)-2-methylpyridine C(C)OCC1(CCN(CC1)CC=1C=CC(=NC1)C)CCC=1SC(=CC1)C